BrC=1C=C(C=C(C1)C(F)(F)F)CC(=O)O 2-(3-bromo-5-(trifluoro-methyl)phenyl)acetic acid